17-methylhexatriacontane CC(CCCCCCCCCCCCCCCC)CCCCCCCCCCCCCCCCCCC